ClC1=C(C=CC(=C1)F)C1=CC(OC2=NC(=CC=C21)NCCC(=O)OC)=O methyl 3-((4-(2-chloro-4-fluorophenyl)-2-oxo-2H-pyrano[2,3-b]pyridin-7-yl)amino)propanoate